C(C)C1C2C=CC(C1)C2 5-ethyl-2-Norbornene